1,8-dichlorooctane ClCCCCCCCCCl